N-benzyloxycarbonyl-O-tert-butyl-L-seryl-glycine C(C1=CC=CC=C1)OC(=O)N[C@@H](COC(C)(C)C)C(=O)NCC(=O)O